2-((2-(3-((tert-Butoxycarbonyl)(6-methoxy-3-nitropyridin-2-yl)amino)prop-1-yn-1-yl)-4-fluorophenyl)amino)-4-fluoro-5-(trifluoromethyl)benzoic acid C(C)(C)(C)OC(=O)N(CC#CC1=C(C=CC(=C1)F)NC1=C(C(=O)O)C=C(C(=C1)F)C(F)(F)F)C1=NC(=CC=C1[N+](=O)[O-])OC